cyclopropyl-N-(piperidin-4-ylmethyl)propanamide hydrochloride Cl.C1(CC1)C(C(=O)NCC1CCNCC1)C